2'-(6-amino-5-cyanopyridin-3-yl)-N-[1-(3-fluorophenyl)cyclobutyl]-5',6'-dihydrospiro[azetidine-3,4'-pyrrolo[1,2-b]pyrazole]-1-carboxamide NC1=C(C=C(C=N1)C=1C=C2N(N1)CCC21CN(C1)C(=O)NC1(CCC1)C1=CC(=CC=C1)F)C#N